2-(4-Isopropyl-3-methoxyphenyl)quinazoline C(C)(C)C1=C(C=C(C=C1)C1=NC2=CC=CC=C2C=N1)OC